5-(8-fluoro-7-(8-fluoronaphthalen-1-yl)-2-((hexahydro-1H-pyrrolizin-7a-yl)methoxy)pyrido[4,3-d]pyrimidin-4-yl)-3-methyl-5,6,7,8-tetrahydro-4H-pyrazolo[1,5-a][1,4]diazepin-2-amine FC1=C(N=CC2=C1N=C(N=C2N2CC=1N(CCC2)N=C(C1C)N)OCC12CCCN2CCC1)C1=CC=CC2=CC=CC(=C12)F